ClC1=CC=CC2=C1C(=NO2)NS(=O)(=O)C2=C(C=CC=C2)C2=CN=CO2 N-(4-chlorobenzo[d]isoxazol-3-yl)-2-(oxazol-5-yl)benzenesulfonamide